C(C1=CC=CC=C1)OC1=C(C(=CC(=C1C)O)O)C(=O)N1CC2=CC=C(C=C2C1)CN(C)C (2-(Benzyloxy)-4,6-dihydroxy-3-methylphenyl)(5-((dimethylamino)methyl)isoindolin-2-yl)methanone